ClC1=C(C=CC=C1)CCN1CC(C1)OC1=NC(=NC(=C1)C1=C(C=CC=C1C)C)NS(=O)(=O)C=1C=NN(C1)C N-[4-[1-[2-(2-chlorophenyl)ethyl]azetidin-3-yl]oxy-6-(2,6-dimethylphenyl)pyrimidin-2-yl]-1-methyl-pyrazole-4-sulfonamide